1-(2,2-Dimethylbut-3-en-1-yl)-4-(4,4,5,5-tetramethyl-1,3,2-dioxaborolan-2-yl)-1H-pyrazole CC(CN1N=CC(=C1)B1OC(C(O1)(C)C)(C)C)(C=C)C